(5-(cyclopropylethynyl)-3,4-dihydroquinolin-1(2H)-yl)-7-fluoro-[1,2,4]triazolo[4,3-a]quinazolin-8-amine C1(CC1)C#CC1=C2CCCN(C2=CC=C1)C1=NN=C2N1C1=CC(=C(C=C1C=N2)F)N